2-ethyl-5'-inosinic acid disodium [Na].[Na].C(C)C=1N=C(C=2N=CN([C@H]3[C@H](O)[C@H](O)[C@@H](COP(=O)(O)O)O3)C2N1)O